BrC1=CC=C(C=N1)\C(\C)=N\S(=O)C(C)(C)C (E)-N-(1-(6-bromopyridin-3-yl)ethylidene)-2-methylpropane-2-sulfinamide